C(CCCCCCC)(=O)OCC(COC(CCCCCCC)=O)CCCCCCC(OCCC(OC(OCCCN(C)C)=O)CCCCCCCCCCCC)=O 2-(9-dodecyl-2-methyl-7,13-dioxo-6,8,12-trioxa-2-azanonadecan-19-yl)propane-1,3-diyl dioctanoate